β-Naphthyl benzyl ether C(C1=CC=CC=C1)OC1=CC2=CC=CC=C2C=C1